4-amino-5-(ethylthio)-2-methoxybenzoic acid methyl ester COC(C1=C(C=C(C(=C1)SCC)N)OC)=O